3-(((1H-pyrrolo[2,3-b]pyridin-5-yl)amino)methyl)-4-fluoro-N-(3-(trifluoromethoxy)phenyl)benzamide N1C=CC=2C1=NC=C(C2)NCC=2C=C(C(=O)NC1=CC(=CC=C1)OC(F)(F)F)C=CC2F